m-(6-{1-[(6-{[(S)-tetrahydrofuran-3-yloxy]methyl}-2-pyridinyl)methyl]-1H-1,2,3-triazol-4-yl}-2-amino-4-pyrimidinyl)benzonitrile O1C[C@H](CC1)OCC1=CC=CC(=N1)CN1N=NC(=C1)C1=CC(=NC(=N1)N)C=1C=C(C#N)C=CC1